C(C1=CC=CC=C1)OCC(CC\C=C/C(=O)OC)O Methyl (2Z)-7-(benzyloxy)-6-hydroxyhept-2-enoate